C(C)(C)(C)OC(=O)N1C(CCCC1)N1C(C(=CC=C1)N)=O (3-amino-2-oxopyridin-1-yl)piperidine-1-carboxylic acid tert-butyl ester